ClC1=CC(=C(C=C1)NC(=O)C=1N(C2=CC=C(C=C2C1)NC(C1=C(C=CC(=C1)CNC(C(C)C)=O)Cl)=O)CCCOC)C N-(4-chloro-2-methylphenyl)-5-(2-chloro-5-(isobutyrylaminomethyl)benzoylamino)-1-(3-methoxypropyl)-1H-indole-2-carboxamide